N=1C=NN2C1C=CC(=C2)C2=C(N=C(N2)CNCC2=CC=CC=C2)C2=NC(=CC=C2)C 1-(5-([1,2,4]triazolo[1,5-a]pyridin-6-yl)-4-(6-methylpyridin-2-yl)-1H-imidazol-2-yl)-N-benzylmethanamine